(S)-2'-chloro-6'-{1H-imidazo[4,5-c]pyridin-2-yl}-4-{[(1R)-1-phenylbutyl]carbamoyl}-[1,1'-biphenyl]-2-carboxylic acid ClC1=C(C(=CC=C1)C=1NC2=C(C=NC=C2)N1)C=1C(=CC(=CC1)C(N[C@H](CCC)C1=CC=CC=C1)=O)C(=O)O